(S)-2-oxo-4-(trifluoromethyl)-imidazolidin O=C1NC[C@H](N1)C(F)(F)F